C(C)(C)OC(=O)NC1CCC(CC1)C=1SC(=CN1)C1=C(C(=O)O)C=CC=C1 2-((4-((isopropoxycarbonyl)amino)cyclohexyl)thiazol-5-yl)benzoic acid